SCC(=O)NC1=CC(=CC=C1)F 2-mercapto-N-(3-fluorophenyl)acetamide